FC1=CC=C(C=C1)C1=CC(=C(C=C1)N)C1=NN(C=C1)CC=1C=NC=CC1 4'-fluoro-3-(1-(pyridin-3-ylmethyl)-1H-pyrazol-3-yl)-[1,1'-biphenyl]-4-amine